C(CC)(=O)OCC1=CC=C(O1)C(=O)OCCC propyl 5-((propionyloxy)methyl)furan-2-carboxylate